BrC1=C(C=C(OC[C@@](CO)(O)C)C=C1)F (R)-3-(4-bromo-3-fluorophenoxy)-2-methylpropane-1,2-diol